N1(C(=O)N=C(N)C=C1)[2H] cytosine-1-d